tert-butyl (4-((8-fluoro-2-methylimidazo[1,2-a]pyridin-6-yl)carbamoyl)-2-(4-(4-methoxybenzyl)piperazin-1-yl)thiazol-5-yl)carbamate FC=1C=2N(C=C(C1)NC(=O)C=1N=C(SC1NC(OC(C)(C)C)=O)N1CCN(CC1)CC1=CC=C(C=C1)OC)C=C(N2)C